NC1=CC=C(C(=C1C(=O)N(C)C)F)C=1C(=C2C(=NC1)NC[C@]21C[C@H](CC1)N1N=C(C=C1C#N)C)Cl 6-Amino-3-((1R,3S)-4'-chloro-3-(5-cyano-3-methyl-1H-pyrazol-1-yl)-1',2'-dihydrospiro[cyclopentane-1,3'-pyrrolo[2,3-b]pyridin]-5'-yl)-2-fluoro-N,N-dimethylbenzamide